C(\C=C\C(=O)O[C@@H]1CC[C@@H](CC1)OC(=O)OCCl)(=O)OC(C)(C)C tert-Butyl cis-4-{[(chloromethoxy)carbonyl]oxy}cyclohexyl (2E)-but-2-enedioate